OC1CC(C1)C1=C(C=C(C=C1)OC)O 2-(3-hydroxycyclobutyl)-5-methoxyphenol